5-(1-methylpyrrolidin-3-yl)-N-[5-(2-{2-oxaspiro[3.5]nonan-7-yloxy}pyrimidin-4-yl)-1,3-thiazol-2-yl]pyrimidin-2-amine CN1CC(CC1)C=1C=NC(=NC1)NC=1SC(=CN1)C1=NC(=NC=C1)OC1CCC2(COC2)CC1